[Si](C)(C)(C(C)(C)C)[Si](C)(C)C(C)(C)C TBDMStert-Butyldimethylsilane